methyl-anthracenesulfonic acid CC1=C(C2=CC3=CC=CC=C3C=C2C=C1)S(=O)(=O)O